[Cl-].C(=O)(O)C1C(CCC2=CC=C(C=C12)OC1=CC=CC2=CC=CC(=C12)Cl)[NH3+] carboxy-7-((8-chloronaphthalen-1-yl)oxy)-1,2,3,4-tetrahydronaphthalene-2-aminium chloride